ClC1=CC(=C(C=C1)N1C(C2=CC=CC=C2C(N1)S(=O)(=O)C1=C(C(=C(C=C1)F)F)F)=O)F 2-(4-Chloro-2-fluorophenyl)-4-((trifluorophenyl)sulfonyl)-3,4-dihydro-phthalazin-1(2H)-one